4,7-dimethyl-1-propan-2-yl-1,2,4a,5,8,8a-hexahydronaphthalene CC1=CCC(C2CC(=CCC12)C)C(C)C